ClCC=1C=C2CCC(N(C2=CC1)C)=O 6-(chloromethyl)-1-methyl-3,4-dihydroquinolin-2-one